N1(CCCCC1)C1=C(N)C=CC=C1 2-(piperidin-1-yl)aniline